Z-inden-1-ol C1(C=CC2=CC=CC=C12)O